(3S)-5-(3,3-difluoropiperidin-1-yl)-3-({1-propyl-5-[2-(trifluoromethyl)phenyl]-1H-pyrazol-3-yl}formamido)pentanoic acid FC1(CN(CCC1)CC[C@@H](CC(=O)O)NC(=O)C1=NN(C(=C1)C1=C(C=CC=C1)C(F)(F)F)CCC)F